C(CCCCCCC)(SCCC[Si](OCC)(OCC)OCC)=O S-(3-(triethoxysilyl) propyl) octanethioate